P(=O)(OCC1=CC=CC=C1)(OCC1=CC=CC=C1)OCC([C@H](C(=O)NCCC(=O)N(CCSC(C1=CC=CC=C1)(C1=CC=CC=C1)C1=CC=CC=C1)C)O)(C)C (R)-dibenzyl (3-hydroxy-2,2-dimethyl-4-((3-(methyl(2-(tritylthio)ethyl)amino)-3-oxopropyl)amino)-4-oxo butyl) phosphate